trans-(5'S,7a'R)-3-[3-(1-methyl-1H-pyrazol-5-yl)phenoxy]-5'-(pyrazin-2-yl)tetrahydro-3'H-spiro[cyclobutane-1,2'-pyrrolo[2,1-b][1,3]oxazol]-3'-one CN1N=CC=C1C=1C=C(OC2CC3(C(N4[C@H](O3)CC[C@H]4C4=NC=CN=C4)=O)C2)C=CC1